NC=1C(NC(N(N1)C1=CC(=C(C(=C1)Cl)OC1=NNC(C(=C1)C1(CCCC1)C)=O)Cl)=O)=O 6-amino-2-(3,5-dichloro-4-((5-(1-methylcyclopentyl)-6-oxo-1,6-dihydropyridazin-3-yl)oxy)phenyl)-1,2,4-triazine-3,5(2H,4H)-dione